FC(CN1C(=NC2=C1C=C(C=C2F)C=2C(=CN1N=C(N=C(C12)OC)N[C@@H]1[C@@H](CN(CC1)C(C)=O)F)F)C)F 1-((3R,4S)-4-((5-(1-(2,2-Difluoroethyl)-4-fluoro-2-methyl-1H-benzo[d]imidazol-6-yl)-6-fluoro-4-methoxypyrrolo[2,1-f][1,2,4]triazin-2-yl)amino)-3-fluoropiperidin-1-yl)ethan-1-one